NCC(CC[SiH2]C(OC)OC)(C)C 4-Amino-3,3-dimethylbutyl-dimethoxymethylsilan